2-FLUORo-1,2-DICHLORo-TRIFLUORoMETHOXYETHYLEN FC(=C(Cl)OC(F)(F)F)Cl